C12(CCC(CC1)N2)C#CC2=C(C=C1C(=NC=NC1=C2)NC2=C(C(=CC=C2)Cl)F)[N+](=O)[O-] 7-(7-azabicyclo[2.2.1]heptane-1-ylethynyl)-N-(3-chloro-2-fluorophenyl)-6-nitroquinazolin-4-amine